1,2-bis(benzyloxy)benzene C(C1=CC=CC=C1)OC1=C(C=CC=C1)OCC1=CC=CC=C1